SC(CC)(S(=O)(=O)O)S.C(C(S)C(S)C(=O)O)(=O)O dimercaptosuccinic acid, dimercapto-propanesulfonate salt